CC1CC2(CN1)CC=1C(=CN=C(C1)N1CCOCC1)O2 5'-methyl-5-morpholino-3H-spiro[furo[2,3-c]pyridin-2,3'-pyrrolidine]